tert-butyl (1S,2R)-2-(4-(benzofuran-3-yl)-2-(2,4-dimethoxybenzyl)-7-fluoro-3-oxo-2,3-dihydro-1H-pyrrolo[3,4-c]pyridin-6-ylamino)cyclohexylcarbamate O1C=C(C2=C1C=CC=C2)C2=NC(=C(C1=C2C(N(C1)CC1=C(C=C(C=C1)OC)OC)=O)F)N[C@H]1[C@H](CCCC1)NC(OC(C)(C)C)=O